1-(2-(3,8-diazabicyclo[3.2.1]oct-8-yl)-7,8-dihydropyrido[4,3-d]pyrimidin-6(5H)-yl)-2-phenylethan-1-one C12CNCC(CC1)N2C=2N=CC1=C(N2)CCN(C1)C(CC1=CC=CC=C1)=O